C(CCCCCCC)OC(C(C(=O)OCCCCCCCC)CCCCCCI)=O 2-(6-Iodohexyl)malonic acid dioctyl ester